C1(CC1)C1=CC=NC2=CC(=CC=C12)[N+](=O)[O-] 4-cyclopropyl-7-nitroquinoline